CC1=C(OC2=C(C=C(C=C2C1=O)C)[C@@H](C)NC1=C(C=CC=C1)S(=O)(=O)NC(OCC)=O)C1=CC=CC=C1 Ethyl N-[2-[[(1R)-1-(3,6-dimethyl-4-oxo-2-phenyl-chromen-8-yl)ethyl]amino]phenyl]sulfonylcarbamate